CCOC(=O)[C@@]1(N(CCC1=O)C(=O)OC(C)(C)C)C (R)-2-methyl-3-oxopyrrolidine-1,2-dicarboxylic acid 1-(t-butyl) ester 2-ethyl ester